3,5-dichloro-4-((1-methyl-1H-benzo[d]imidazol-6-yl)oxy)aniline ClC=1C=C(N)C=C(C1OC=1C=CC2=C(N(C=N2)C)C1)Cl